C(C)OC1=CC=C(C=N1)C=1CCOC2=C(C1C1=CC=C(C=C1)O[C@@H]1CN(CC1)CCCF)C=CC(=C2)O 4-(6-Ethoxy-3-pyridyl)-5-[4-[(3S)-1-(3-fluoropropyl)pyrrolidin-3-yl]oxyphenyl]-2,3-dihydro-1-benzoxepin-8-ol